1-(1H-pyrrolo[3,2-c]pyridin-3-yl)hexan-2-amine N1C=C(C=2C=NC=CC21)CC(CCCC)N